N1(CCNCCNCC1)C(CCC(=O)O)C(=O)O 1,4,7-triazacyclonon-ane-1-glutaric acid